3-propyl-bicyclo[2.2.1]-heptene C(CC)C1C=C2CCC1C2